C1(CC1)C=1C=NN2C1N=C(C=C2NCC2=CC=C(C=C2)C2=NC=CC=C2)C2=CC=NN2 3-Cyclopropyl-5-(1H-pyrazol-5-yl)-N-(4-(pyridin-2-yl)benzyl)pyrazolo[1,5-a]pyrimidin-7-amine